ClC1=C(CC2=NC3=C(N2[C@@H]2COCC2(C)C)C=C(C=C3)C(=O)O)C=C(C(=C1)C1=NC(=NC=C1)OCC1=C(C=C(C=C1)Cl)F)C (S)-2-(2-chloro-4-(2-((4-chloro-2-fluorobenzyl)oxy)pyrimidin-4-yl)-5-methylbenzyl)-1-(4,4-dimethyltetrahydrofuran-3-yl)-1H-benzo[d]imidazole-6-carboxylic acid